NC=1C=NN(C1)[C@@H](C)C=1C=NC(=NC1)N1C([C@@H]2C[C@@H]2C1)=O (1R,5S)-3-(5-((S)-1-(4-Amino-1H-pyrazol-1-yl)ethyl)pyrimidin-2-yl)-3-azabicyclo[3.1.0]hexan-2-one